1-(4-(6-chloro-7-(2,5-difluorophenyl)quinazolin-4-yl)piperazin-1-yl)prop-2-en-1-one ClC=1C=C2C(=NC=NC2=CC1C1=C(C=CC(=C1)F)F)N1CCN(CC1)C(C=C)=O